OCCNC(=O)C=1C2=C(N=CC1)N(N=C2CNCC=C)C2=CC=C(C=C2)OC(F)(F)F N-(2-hydroxyethyl)-3-[(prop-2-enylamino)methyl]-1-[4-(trifluoromethoxy)phenyl]pyrazolo[3,4-b]pyridine-4-carboxamide